Iodomethyl tetradecyl carbonate C(OCI)(OCCCCCCCCCCCCCC)=O